FC1=C(C=O)C=C(C(=C1)F)C 2,4-DIFLUORO-5-METHYLBENZALDEHYDE